ClC1=CC=CC2=C1NC(=N2)C(=O)N[C@H](C(=O)N[C@H](C(=O)OC)C[C@H]2C(NCC2)=O)CC(C)C methyl (2S)-2-[[(2S)-2-[(7-chloro-1H-benzimidazole-2-carbonyl)amino]-4-methyl-pentanoyl]amino]-3-[(3S)-2-oxopyrrolidin-3-yl]propanoate